2-(3-ethylsulfanyl-5-pentafluoroethylpyridin-2-yl)-3-methyl-6-trifluoromethyl-3H-imidazo[4,5-b]pyridine C(C)SC=1C(=NC=C(C1)C(C(F)(F)F)(F)F)C1=NC=2C(=NC=C(C2)C(F)(F)F)N1C